6-[2-[[4-[5-(difluoromethyl)-1,3,4-oxadiazol-2-yl]-3-fluorophenyl]methyl]tetrazol-5-yl]-N,N-dimethylquinazolin-2-amine FC(C1=NN=C(O1)C1=C(C=C(C=C1)CN1N=C(N=N1)C=1C=C2C=NC(=NC2=CC1)N(C)C)F)F